BrCC1=C2C=C(N(C2=CC=C1)S(=O)(=O)C1=CC=C(C)C=C1)C 4-(bromomethyl)-2-methyl-1-tosyl-1H-indole